tricyclohexylphosphane C1(CCCCC1)P(C1CCCCC1)C1CCCCC1